ClC1=C(N(N=C1C(F)(F)F)C1=CC(=CC=C1)C(N(C)C1=CC2=C(N=C(O2)C)C=C1F)=O)COC1=CC=C(C(=O)O)C=C1 4-[[4-chloro-2-[3-[(5-fluoro-2-methyl-1,3-benzoxazol-6-yl)-methyl-carbamoyl]phenyl]-5-(trifluoromethyl)pyrazol-3-yl]methoxy]benzoic acid